CO[Si](CCCCCCCC)(C)OC dimethoxy(methyl)octylsilane